3-amino-5-(diethoxy)phosphonothiophene-2-carbamic acid tert-butyl ester C(C)(C)(C)OC(NC=1SC(=CC1N)P(=O)(OOCC)OOCC)=O